C1(CCCCC1)NC1=NC(=NC=C1C=1C=NN(C1)C)NC12CC3CC(CC(C1)C3)C2 N4-cyclohexyl-N2-adamantyl-5-(1-methyl-1H-pyrazol-4-yl)pyrimidine-2,4-diamine